Cl[Si]1(CC[Si](CC1)(CCC)CCC)Cl 1,1-dichloro-4,4-dipropyl-1,4-disilacyclohexane